CN1C=C(C2=CC(=CC=C12)OC)[C@]([C@](C=O)(O)[N+](=O)[O-])(O)[C@@H](O)[C@H](O)CO 3-(1-methyl-5-methoxy-3-indolyl)-2-nitrogalactose